18-Benzyl-12-(2,6-dimethylphenyl)-15-oxa-8λ6-thia-1,9,11,18,22-pentaazatetracyclo[15.3.1.13,7.110,14]tricosa-3,5,7(23),10(22),11,13-hexaene-2,8,8-trione C(C1=CC=CC=C1)N1C2COC3=CC(=NC(NS(C=4C=CC=C(C(N(CC1)C2)=O)C4)(=O)=O)=N3)C3=C(C=CC=C3C)C